(S)-2-((6-((4-chloro-2-fluorobenzyl)oxy)-3',6'-dihydro-[2,4'-bipyridin]-1'(2'H)-yl)methyl)-3-(oxetan-2-ylmethyl)-3H-imidazo[4,5-c]pyridine-6-carboxylic acid ClC1=CC(=C(COC2=CC=CC(=N2)C=2CCN(CC2)CC2=NC3=C(C=NC(=C3)C(=O)O)N2C[C@H]2OCC2)C=C1)F